CN(P(N)(N)=S)C N,N-di-methylthiophosphoric acid triamide